OCCCN(C(OC(C)(C)C)=O)CC1=CC=C(C=C1)OC1=CC=CC=C1 tert-butyl (3-hydroxypropyl)(4-phenoxybenzyl)carbamate